BrC1=C(N(C)C)C=CC(=C1)I 2-bromo-4-iodo-N,N-dimethylaniline